15-Hydroxy-nonacosanoic acid OC(CCCCCCCCCCCCCC(=O)O)CCCCCCCCCCCCCC